N1N=NN=C1C1=CC=C(C(=O)O)C=C1.C1(=CC=CC=C1)C1=NC(=CC(=C1)C1=CC=C(C=C1)C)C1=CC=CC=C1 2,6-diphenyl-4-p-methylphenyl-pyridine 4-(1H-tetrazole-5-yl)benzoate